C(C1=CC=CC=C1)OC(=O)NCP(O)(O)=O N-(benzyloxycarbonyl)aminomethylphosphonic acid